ClC1=C(C=CC(=C1)F)[C@H]1CC[C@H](CC1)CCNC1CCOCC1 4-({2-[(cis)-4-(2-Chloro-4-fluorophenyl)cyclohexyl]-ethyl}amino)oxan